2-(4-(7-chloro-1-methyl-2,3-dioxo-2,3-dihydropyrido[2,3-b]pyrazin-4(1H)-yl)piperidin-1-yl)-N-(cyclohexylmethyl)pyrimidine-5-carboxamide ClC1=CC2=C(N(C(C(N2C)=O)=O)C2CCN(CC2)C2=NC=C(C=N2)C(=O)NCC2CCCCC2)N=C1